BrC=1C=C2C(=NN(C2=CC1)C1=CC=C(C=C1)C(F)(F)F)OC(C)C 5-Bromo-3-isopropoxy-1-(4-(trifluoromethyl)phenyl)-1H-indazole